COC([C@H]1N(CCC1)CC=1C(=CC2=C(N=C(O2)C2=C(C(=CC=C2)Br)C)C1)OC(F)F)=O ((2-(3-bromo-2-methylphenyl)-6-(difluoromethoxy)benzo[d]oxazol-5-yl)methyl)-L-proline methyl ester